2-chloro-6-oxo-1-((2-(trimethylsilyl)ethoxy)methyl)-1,6-dihydropyridine-3-carbohydrazide ClC=1N(C(C=CC1C(=O)NN)=O)COCC[Si](C)(C)C